N-[(4,5-difluoro-1H-benzimidazol-2-yl)methyl]-2-(morpholin-4-yl)-8-(1,3-thiazol-2-yl)pyrazolo[1,5-a][1,3,5]triazin-4-amine FC1=C(C=CC=2NC(=NC21)CNC2=NC(=NC=1N2N=CC1C=1SC=CN1)N1CCOCC1)F